[rac-(7R,9aS)-7-methyl-1,3,4,6,7,8,9,9a-octahydropyrido[1,2-a]pyrazin-2-yl]methanone C[C@@H]1CC[C@@H]2N(CCN(C2)C=O)C1 |r|